C1(CC1)C1=CC=C(CN2N=CC3=C(C=CC(=C23)C(=O)O)C#CC)C=C1 (4-cyclopropylbenzyl)-4-(propan-1-yn-1-yl)-1H-indazole-7-carboxylic acid